6-amino-2-(difluoromethyl)-3-(3-fluoro-2-pyridyl)-7-(3-methoxy-2,6-dimethyl-phenyl)benzimidazole-5-carboxamide NC=1C(=CC2=C(N=C(N2C2=NC=CC=C2F)C(F)F)C1C1=C(C(=CC=C1C)OC)C)C(=O)N